6-bromo-3-(2,5-dimethyl-pyrrol-1-yl)-5-trifluoromethyl-pyridine-2-carboxylic acid methyl ester COC(=O)C1=NC(=C(C=C1N1C(=CC=C1C)C)C(F)(F)F)Br